N-(1-(benzo[b]thiophen-2-yl)-2-(tert-butylamino)-2-oxoethyl)-N-cyclopentyl-4-(pyridin-1-yl)butanamide S1C2=C(C=C1C(C(=O)NC(C)(C)C)N(C(CCCN1CC=CC=C1)=O)C1CCCC1)C=CC=C2